ClC=1C=CC2=C(N(CC(O2)C(=O)NC23CC(C2)(C3)NC(COC3=CC(=C(C=C3)Cl)F)=O)S(=O)(=O)C=3N=CN(C3)C)C1 6-chloro-N-{3-[2-(4-chloro-3-fluorophenoxy)acetamido]bicyclo[1.1.1]pentan-1-yl}-4-(1-methyl-1H-imidazole-4-sulfonyl)-3,4-dihydro-2H-1,4-benzoxazine-2-carboxamide